2-methylpropanedioic acid lithium salt [Li+].CC(C(=O)[O-])C(=O)[O-].[Li+]